C(#N)OC1=CC=C(C=C1)C(C)(C)C1=CC=C(C=C1)C(C)(C)C1=CC=C(C=C1)OC#N 1,4-bis[2-(4-cyanooxyphenyl)-2-propyl]benzene